Tris-(dodecyl-phenyl)-sulfonium tetrakis-(3,5-bis-trifluoromethylphenyl)-borat FC(C=1C=C(C=C(C1)C(F)(F)F)[B-](C1=CC(=CC(=C1)C(F)(F)F)C(F)(F)F)(C1=CC(=CC(=C1)C(F)(F)F)C(F)(F)F)C1=CC(=CC(=C1)C(F)(F)F)C(F)(F)F)(F)F.C(CCCCCCCCCCC)C1=C(C=CC=C1)[S+](C1=C(C=CC=C1)CCCCCCCCCCCC)C1=C(C=CC=C1)CCCCCCCCCCCC